CN1N=CC=2C1=NC(=CC2N2C[C@@H](C=1C=C(N=CC1C2)N2CC1(C2)OCCNC1)C)C 2-[(5R)-7-(1,6-dimethylpyrazolo[3,4-b]pyridin-4-yl)-5-methyl-6,8-dihydro-5H-2,7-naphthyridin-3-yl]-5-oxa-2,8-diazaspiro[3.5]nonane